2-((1r,5S,6S)-3-(8,8-difluoro-2-((S)-2-methylazetidin-1-yl)-5,6,7,8-tetrahydroquinazolin-4-yl)-3-azabicyclo[3.1.0]hexane-6-yl)acetic acid FC1(CCCC=2C(=NC(=NC12)N1[C@H](CC1)C)N1C[C@@H]2C([C@@H]2C1)CC(=O)O)F